4-fluoro-6-((1S,2S)-2-(4,4,5,5-tetramethyl-1,3,2-dioxaborolan-2-yl)cyclopropyl)-1-(2,2,2-trifluoroethyl)-1H-indazole FC1=C2C=NN(C2=CC(=C1)[C@@H]1[C@H](C1)B1OC(C(O1)(C)C)(C)C)CC(F)(F)F